CC=1C(=NC=CC1)C=CC=1N=C(SC1)NC(OC(C)(C)C)=O tert-butyl (4-(2-(3-methylpyridin-2-yl)vinyl)thiazol-2-yl)carbamate